1-(2-methylpyrimidin-4-yl)-6-(1-(6-(trifluoromethyl)-3H-imidazo[4,5-b]pyridin-2-yl)cyclobutyl)-1,2,3,4-tetrahydro-1,5-naphthyridine CC1=NC=CC(=N1)N1CCCC2=NC(=CC=C12)C1(CCC1)C1=NC=2C(=NC=C(C2)C(F)(F)F)N1